COC1=CC=C(C=C1)C1=C(C=CC=C1)C=O 2-(4-Methoxyphenyl)benzene-1-carbaldehyde